N-(phenylsulfonyl)propanamide C1(=CC=CC=C1)S(=O)(=O)NC(CC)=O